3,4-Dihydro-2H-pyrano[3,2-C]pyridin-8-amine O1CCCC=2C=NC=C(C21)N